N1-(5-(2,4-difluorophenyl)-4-methyl-pyrimidin-2-yl)-N3,N3-dimethylcyclobutane-1,3-diamine FC1=C(C=CC(=C1)F)C=1C(=NC(=NC1)NC1CC(C1)N(C)C)C